4-((2r,4r)-5-(4-chloro-benzyl)-2-(4-hydroxy-piperidine-1-carbonyl)-6,9-dioxo-5,8-diazaspiro[3.5]nonan-8-yl)-3-fluorobenzonitrile ClC1=CC=C(CN2C3(CC(C3)C(=O)N3CCC(CC3)O)C(N(CC2=O)C2=C(C=C(C#N)C=C2)F)=O)C=C1